FC=1C=C(C=C(C1F)[N+](=O)[O-])C(=O)N1CCC(CC1)C1=CC=C(C=C1)OC=1N=NC(=CC1)C(F)(F)F (3,4-difluoro-5-nitrophenyl)(4-(4-((6-(trifluoromethyl)pyridazin-3-yl)oxy)phenyl)piperidin-1-yl)-methanone